2-(2-Chloro-4-(1H-pyrazol-4-yl)phenyl)-5-((3aR,6aS)-hexahydropyrrolo[3,4-c]pyrrol-2(1H)-yl)-1,3,4-thiadiazole Hydrochloride Salt Cl.ClC1=C(C=CC(=C1)C=1C=NNC1)C=1SC(=NN1)N1C[C@@H]2CNC[C@@H]2C1